OCC1=CC=C2CCN(CC2=C1)C(=O)OC(C)(C)C tert-butyl 7-(hydroxymethyl)-3,4-dihydro-1H-isoquinoline-2-carboxylate